6-(3,5-dimethoxybenzyl)-8-(morpholin-4-yl)-3-(prop-1-en-2-yl)pyrido[2,3-d][1,2,4]triazolo[4,3-b]pyridazine COC=1C=C(CC=2C3=C(C=4N(N2)C(=NN4)C(=C)C)N=CC(=C3)N3CCOCC3)C=C(C1)OC